4,6-diphenyl-1H-pyrazolo[3,4-b]pyridin-3-amine C1(=CC=CC=C1)C1=C2C(=NC(=C1)C1=CC=CC=C1)NN=C2N